OC(C(=O)C1=CC=C(C=C1)CC1=CC=C(C=C1)C(C(C)(C)O)=O)(C)C 2-hydroxy-1-{4-[4-(2-hydroxy-2-methylpropanoyl)benzyl]phenyl}-2-methylpropane-1-one